2-{3-[2-amino-6-(1-ethyl-1,2,3,6-tetrahydropyridin-4-yl)-7H-pyrrolo[2,3-d]pyrimidin-4-yl]-2-(hydroxymethyl)phenyl}-6-cyclopropyl-8-fluoroisoquinolin-1(2H)-one NC=1N=C(C2=C(N1)NC(=C2)C=2CCN(CC2)CC)C=2C(=C(C=CC2)N2C(C1=C(C=C(C=C1C=C2)C2CC2)F)=O)CO